1-methyl-8-[4-(2-tetrahydrofuran-3-yloxyethoxy)phenoxy]imidazo[1,5-a]pyridine-6-carboxamide CC=1N=CN2C1C(=CC(=C2)C(=O)N)OC2=CC=C(C=C2)OCCOC2COCC2